CN(C(=O)NC=1C(N(C=C(C1)C(F)(F)F)C)=O)C1CCN(CC1)C=1N=CC(=NC1)NC(C)=O N-(5-(4-(1-methyl-3-(1-methyl-2-oxo-5-(trifluoromethyl)-1,2-dihydropyridin-3-yl)ureido)piperidin-1-yl)pyrazin-2-yl)acetamide